N-[5-(2-{[1-(3-chloro(2-pyridyl))-isopropyl]amino}pyrimidin-5-yl)-1H-indazol-3-yl]acetamide ClC=1C(=NC=CC1)C(C)(C)NC1=NC=C(C=N1)C=1C=C2C(=NNC2=CC1)NC(C)=O